NC=1C=NC=C(C1C1=CC(=C(C(=O)NC2=CC(=NC=C2)C(F)(F)F)C=C1F)Cl)C1CC1 4-(3-amino-5-cyclopropylpyridin-4-yl)-2-chloro-5-fluoro-N-(2-(trifluoromethyl)pyridin-4-yl)benzamide